cyclopentyl-(4-(3-((6,7-dihydro-4H-pyrano[4,3-d]thiazol-2-yl)amino)-2-methylbenzyl)piperazin-1-yl)methanone C1(CCCC1)C(=O)N1CCN(CC1)CC1=C(C(=CC=C1)NC=1SC2=C(N1)CCOC2)C